NC1CCCCC1 (1R,2R)-2-aminocyclohexane